6-chloro-quinazolin-4(3H)-one ClC=1C=C2C(NC=NC2=CC1)=O